2-((phenyl)(p-cyanophenyl)methyl)benzofuran C1(=CC=CC=C1)C(C=1OC2=C(C1)C=CC=C2)C2=CC=C(C=C2)C#N